O=C1NC(CCC1N1C(C2=CC=C3C(=C2C1)OC(CC3NS(=O)(=O)C)(C)C)=O)=O N-(8-(2,6-dioxopiperidin-3-yl)-2,2-dimethyl-7-oxo-2,3,4,7,8,9-hexahydropyrano[2,3-e]isoindol-4-yl)methanesulfonamide